[Cl-].C(CCCCCCC)[N+]1=C(C=CC=C1)CC 1-Octyl-2-ethylpyridinium chlorid